trihydroxystigmastan OC(C[C@H](CC[C@@H](C)[C@H]1CC[C@H]2[C@@H]3CCC4CCCC[C@]4(C)[C@H]3CC[C@]12C)C(C)C)(O)O